CCOC(=O)C1=CC=CC=C1C Ethyl o-Toluate